2,2-bis(3-amino-4-hydroxyphenyl)propane hydrochloride Cl.NC=1C=C(C=CC1O)C(C)(C)C1=CC(=C(C=C1)O)N